C(#N)C=1[C@H]2CN(C[C@@H](C1)N2C(C)(C)C2=CC=CC=C2)C(=O)OC(C)(C)C tert-butyl (1R,5S)-6-cyano-8-(2-phenylpropan-2-yl)-3,8-diazabicyclo[3.2.1]oct-6-ene-3-carboxylate